4-triethylsiloxy-1,3-cyclohexanedione C(C)[Si](OC1C(CC(CC1)=O)=O)(CC)CC